C(C)C1CN(C2=CC=CC=3C=C(N1C32)C3=NC2=C(N3C)C(=CC(=C2)C=O)OC)CCCO [2-[11-ethyl-9-(3-hydroxypropyl)-1,9-diazatricyclo[6.3.1.04,12]dodeca-2,4(12),5,7-tetraen-2-yl]-7-methoxy-1-methyl-benzimidazol-5-yl]methanone